3-(bis(4-methoxyphenyl)methyl)-5-bromopyridin-2-ol COC1=CC=C(C=C1)C(C=1C(=NC=C(C1)Br)O)C1=CC=C(C=C1)OC